CN(CC(CO)(C)C)C 3-(dimethylamino)-2,2-dimethylpropan-1-ol